6-bromo-3,4-dihydronaphthalen-2(1H)-one oxime BrC=1C=C2CCC(CC2=CC1)=NO